N,N'-Bis-(4-amino-phenyl)-1,4-diazacycloheptan NC1=CC=C(C=C1)N1CCN(CCC1)C1=CC=C(C=C1)N